5-Cyclopentyl-9-methoxy-12-propan-2-ylidene-8-oxatricyclo[7.3.1.02,7]trideca-2,4,6-trien-3-ol C1(CCCC1)C1=CC(=C2C3C(CCC(OC2=C1)(C3)OC)=C(C)C)O